(S)-2-amino-N-(4-(hydroxymethyl)-3-((prop-2-yn-1-yloxy)methyl)phenyl)-5-ureidopentanamide N[C@H](C(=O)NC1=CC(=C(C=C1)CO)COCC#C)CCCNC(=O)N